(5R)-2-(2-chloro-1,3-benzothiazole-4-carbonyl)-9,9-dimethyl-8-oxo-2-azaspiro[4.5]dec-6-ene-7-carbonitrile ClC=1SC=2C(N1)=C(C=CC2)C(=O)N2C[C@]1(CC2)C=C(C(C(C1)(C)C)=O)C#N